NCCSC12CC3(CC(CC(C1)(C3)C)(C2)C)CN2N=CC(=C2C)C=2C(=NC(=CC2)N2CC3=C(C=CC=C3CC2)C(NC=2SC3=C(N2)C=CC=C3)=O)C(=O)OC(C)(C)C tert-butyl 3-(1-((3-((2-aminoethyl)thio)-5,7-dimethyladamantan-1-yl)methyl)-5-methyl-1H-pyrazol-4-yl)-6-(8-(benzo[d]thiazol-2-ylcarbamoyl)-3,4-dihydroisoquinolin-2(1H)-yl)picolinate